C(C)(C)(C)C1=CC=C(C=C1)C1=CC=C(C=C1)C1=NN(C(C1)C=1C=C2N=CC=NC2=CC1)C(CCC(=O)O)=O 4-(3-(4'-(Tert-butyl)-[1,1'-biphenyl]-4-yl)-5-(quinoxalin-6-yl)-4,5-dihydro-1H-pyrazol-1-yl)-4-oxobutanoic acid